O1CCC(CC1)N1N=CN=N1 2-(tetrahydro-2H-pyran-4-yl)-2H-tetrazol